ClC=1C=CC2=C([C@@H](C[C@@H](O2)C(=O)NC23CCC(CC2)(CC3)NC(=O)C3=NC=C(C=C3)OC(F)(F)F)O)C1 N-(4-{[(2R,4R)-6-chloro-4-hydroxy-3,4-dihydro-2H-1-benzopyran-2-carbonyl]amino}bicyclo[2.2.2]octan-1-yl)-5-(trifluoromethoxy)pyridine-2-carboxamide